2-((1s,2r)-1-(2-cyanophenyl)-1-(1,4-dimethyl-1H-pyrazol-3-yl)propan-2-yl)-5-hydroxy-N-(isoxazol-4-yl)-1-methyl-6-oxo-1,6-dihydropyrimidine-4-carboxamide C(#N)C1=C(C=CC=C1)[C@H]([C@@H](C)C=1N(C(C(=C(N1)C(=O)NC=1C=NOC1)O)=O)C)C1=NN(C=C1C)C